S1C=NC2=C1C=CC(=C2)NC2=C1C(=NC=C2)SC(=C1)C1C(N(CCC1)CCO)C 2-(3-(4-(Benzo[d]thiazol-5-ylamino)thieno[2,3-b]pyridin-2-yl)-2-methylpiperidin-1-yl)ethan-1-ol